C(CCCCC(C)C)N(CCCCCC(C)C)CC(=O)OCCC propyl N,N-di-isooctylaminoacetate